(1R,5S,6S,7S)-7-((2-(5-fluoro-1H-pyrazolo[3,4-b]pyridin-3-yl)-7-(trifluoromethyl)pyrrolo[2,1-f][1,2,4]triazin-4-yl)amino)tricyclo[3.2.2.02,4]nonane-6-carboxylic acid FC=1C=C2C(=NC1)NN=C2C2=NN1C(C(=N2)N[C@@H]2[C@H]([C@@H]3C4CC4[C@H]2CC3)C(=O)O)=CC=C1C(F)(F)F